C(CCCCCCC\C=C/CCCCCCCC)(=O)OCC(O)CO glycerol monooleat